2-amino-3-((S)-2-hydroxy-3-(4-hydroxyphenyl)propanamido)acrylic acid NC(C(=O)O)=CNC([C@H](CC1=CC=C(C=C1)O)O)=O